m-bis(6-amino-3-pyridyloxy)benzene NC1=CC=C(C=N1)OC1=CC(=CC=C1)OC=1C=NC(=CC1)N